C1(CC1)C=1C=2N(C=CC1)N=C(C2)[C@@H]2N(CCC1=C2N=CN1)C(=O)C=1OC(=NN1)C(C)(C)F (R)-(4-(4-cyclopropylpyrazolo[1,5-a]pyridin-2-yl)-1,4,6,7-tetrahydro-5H-imidazo[4,5-c]pyridin-5-yl)(5-(2-fluoropropan-2-yl)-1,3,4-oxadiazol-2-yl)methanone